methylglucose sesquiisostearate C(CCCCCCCCCCCCCCC(C)C)(=O)O.CC(=O)[C@H](O)[C@@H](O)[C@H](O)[C@H](O)CO.C(CCCCCCCCCCCCCCC(C)C)(=O)O.C(CCCCCCCCCCCCCCC(C)C)(=O)O.CC(=O)[C@H](O)[C@@H](O)[C@H](O)[C@H](O)CO